2-(2,6-dioxopiperidin-3-yl)-5-(3-((1-(2-(4-(1,2-diphenylbut-1-en-1-yl)phenoxy)ethyl)piperidin-4-yl)methyl)-3,6-diazabicyclo[3.1.1]heptan-6-yl)-6-fluoroisoindoline-1,3-dione O=C1NC(CCC1N1C(C2=CC(=C(C=C2C1=O)N1C2CN(CC1C2)CC2CCN(CC2)CCOC2=CC=C(C=C2)C(=C(CC)C2=CC=CC=C2)C2=CC=CC=C2)F)=O)=O